C1CC12CCN(CC2)C2=C(C=1N(C(=C2)NS(=O)(=O)CCO)C=CN1)C(=O)NC1=NC(=NC(=C1)C)N1CCC(CC1)(F)F 7-{6-Azaspiro[2.5]oct-6-yl}-N-[2-(4,4-difluoropiperidin-1-yl)-6-methylpyrimidin-4-yl]-5-(2-hydroxyethanesulfonylamino)imidazo[1,2-a]pyridine-8-carboxamide